3-aminobenzylamine NC=1C=C(CN)C=CC1